6-bromo-3-(4-isopropylpiperazin-1-yl)-2,3-dihydro-1H-inden-1-one BrC1=CC=C2C(CC(C2=C1)=O)N1CCN(CC1)C(C)C